CS(=O)(=O)C1=NC=C2C(=N1)N(N=C2)CC(=O)NC2=CC=1N(C=C2)N=CN1 2-[6-(methylsulfonyl)-1H-pyrazolo[3,4-d]pyrimidin-1-yl]-N-([1,2,4]triazolo[1,5-a]pyridin-7-yl)acetamide